C(C)(C)(C)OC(=O)N1CC=2C(N(C=3N=CC=CC3C2CC1)CC1CCCCC1)=O 6-Cyclohexylmethyl-5-oxo-1,4,5,6-tetrahydropyrido[3,4-C][1,8]naphthyridine-3(2H)-carboxylic acid tert-butyl ester